FC=1C=C(C=CC1C=O)C1=CC(=CC(=C1)C1=CC(=C(C=C1)C=O)F)C1=CC(=C(C=C1)C=O)F 1,3,5-tri(3-fluoro-4-formylphenyl)benzene